C(CCCCCCCCCCCCCC)(=O)OC[C@@H](OC(CCCCCCCCCCCCCC)=O)COP(=O)(O)OCCN 1,2-di(pentadecanoyl)-sn-glycero-3-phosphoethanolamine